NC1=C2N=CN(C2=NC=N1)C[C@@H](C)OCP(OCCCOCCCCCCCCCCCCCC#C[Si](C)(C)C)(O)=O 3-((15-(trimethylsilyl)pentadec-14-yn-1-yl)oxy)propyl hydrogen ((((R)-1-(6-amino-9H-purin-9-yl)propan-2-yl)oxy)methyl)phosphonate